N-methyl-3-(quinolin-7-yl)-4-[4-(trifluoromethyl)phenoxy]benzene-1-sulfonamide CNS(=O)(=O)C1=CC(=C(C=C1)OC1=CC=C(C=C1)C(F)(F)F)C1=CC=C2C=CC=NC2=C1